The molecule is dianion of 2'-deoxy-5-methyl-5'-cytidylic acid arising from deprotonation of the phosphate OH groups; major species at pH 7.3. It is a conjugate base of a 2'-deoxy-5-methyl-5'-cytidylic acid. CC1=CN(C(=O)N=C1N)[C@H]2C[C@@H]([C@H](O2)COP(=O)([O-])[O-])O